ClC=1C=C(OCC(=O)OCC)C=C(C1CC1=CC(=C(C=C1)OC)B1OC(C(O1)(C)C)(C)C)Cl ethyl 2-[3,5-dichloro-4-[[4-methoxy-3-(4,4,5,5-tetramethyl-1,3,2-dioxaborolan-2-yl)phenyl]methyl]phenoxy]acetate